C(C)(C)NC1=NC(=CC2=C1N=C(N=C2)N[C@H]2COCCC2)C#N (R)-8-(isopropylamino)-2-((tetrahydro-2H-pyran-3-yl)amino)pyrido[3,4-d]pyrimidine-6-carbonitrile